COC(CNC(=O)C1=CC=C(C=N1)N1C(N(C2=NC=CC=C21)[C@@H]2CN(CC2)CC=2N(C(=CN2)C(=O)OC(C)(C)C)C)=O)=O tert-Butyl (S)-2-((3-(1-(6-((2-methoxy-2-oxoethyl)carbamoyl)pyridin-3-yl)-2-oxo-1,2-dihydro-3H-imidazo[4,5-b]pyridin-3-yl)pyrrolidin-1-yl)methyl)-1-methyl-1H-imidazole-5-carboxylate